N-(3-(difluoromethyl)-1-(1-((2-(2,6-dioxopiperidin-3-yl)-1-oxoisoindolin-4-yl)methyl)piperidin-4-yl)-1H-pyrazol-4-yl)-5-morpholinopyrazolo[1,5-a]pyrimidine-3-carboxamide FC(C1=NN(C=C1NC(=O)C=1C=NN2C1N=C(C=C2)N2CCOCC2)C2CCN(CC2)CC2=C1CN(C(C1=CC=C2)=O)C2C(NC(CC2)=O)=O)F